ClC1=C(C(=CC=C1)F)N1CCC(CC1)N1C(N(C=2C([C@@H]1C)=CN(N2)C2CC2)CC2=C(C=CC=C2)C(F)(F)F)=O |o1:19| (S)- or (R)-5-[1-(2-Chloro-6-fluorophenyl)-piperidin-4-yl]-2-cyclopropyl-4-methyl-7-(2-trifluoromethyl-benzyl)-2,4,5,7-tetrahydro-pyrazolo[3,4-d]pyrimidin-6-one